N1(CCCCC1)CCC#N 1-piperidinepropanenitrile